ICC(=O)O alpha-iodoacetic acid